CC1(COB(OC1)C1=CC=C(C=C1)C=1N=C(N(C1)COCC[Si](C)(C)C)C)C 4-[4-(5,5-dimethyl-1,3,2-dioxaborinan-2-yl)phenyl]-2-methyl-1-{[2-(trimethylsilyl)ethoxy]methyl}imidazole